2,3-dimethyl-1H-indole CC=1NC2=CC=CC=C2C1C